N-((R)-1-(3,4-difluorophenyl)-2,2,2-trifluoroethyl)-2-(2,6-dioxopiperidin-3-yl)-1-oxoisoindoline-5-carboxamide FC=1C=C(C=CC1F)[C@H](C(F)(F)F)NC(=O)C=1C=C2CN(C(C2=CC1)=O)C1C(NC(CC1)=O)=O